ClC1=C2CCC[C@@H](C2=CC=C1)NC1=CC(N(C(N1)=O)C(C)C)=O (S)-6-((5-chloro-(1,2,3,4-tetrahydronaphthyl))amino)-3-isopropylpyrimidine-2,4(1h,3h)-dione